F[P-](F)(F)(F)(F)F.C(CC)[N+]1=CN(C2=C1C=CC=C2)CCC 1,3-Dipropylbenzimidazolium hexafluorophosphate